5-(4-((3-ethyl-2,4-dioxo-1,2,3,4-tetrahydrofuro[3,2-d]pyrimidin-6-yl)methyl)piperazin-1-yl)-N-methylpicolinamide C(C)N1C(NC2=C(C1=O)OC(=C2)CN2CCN(CC2)C=2C=CC(=NC2)C(=O)NC)=O